3-[2-(1-ethoxyethenyl)phenyl]-1,2-oxazole C(C)OC(=C)C1=C(C=CC=C1)C1=NOC=C1